NC1=C(N=C(N1C1=C(C(=CC=C1C)O)C)C(=O)N1CCOCC1)C#N 5-amino-1-(3-hydroxy-2,6-dimethylphenyl)-2-(morpholine-4-carbonyl)-1H-imidazole-4-carbonitrile